(S)-9-(bromomethoxy)-4-ethyl-8-fluoro-4-hydroxy-11-methyl-10-nitro-1H-pyrano[3',4':6,7]indolizino[1,2-b]quinoline-3,14(4H,12H)-dione BrCOC1=C(C=2C(=C3C(=NC2C=C1F)C1=CC2=C(C(N1C3)=O)COC([C@]2(O)CC)=O)C)[N+](=O)[O-]